C1(=CC=CC=C1)C1=C(C=CC=C1)CC 2-phenylphenylethane